C1=C(C=CC2=CC3=CC=CC=C3C=C12)C(=O)NCC(=O)N1[C@@H](C[C@H](C1)S(=O)(=O)C)C(=O)O (2S,4R)-1-((anthracene-2-carbonyl)glycyl)-4-(methylsulfonyl)pyrrolidine-2-carboxylic acid